4-[[5-(4-hydroxy-1-piperidyl)-2-pyridyl]amino]-2-pyrrolidin-yl-6H-1,6-naphthyridin-5-one OC1CCN(CC1)C=1C=CC(=NC1)NC1=CC(=NC=2C=CNC(C12)=O)N1CCCC1